C(C)(C)(C)OC(=O)N1C[C@H](CCC1)N (S)-1-tert-butoxycarbonyl-3-aminopiperidine